COC(=O)C=1C=NC(=CC1)S(=O)C 6-methylsulfinylpyridine-3-carboxylic acid methyl ester